CC1=CC(=NC(=N1)N1[C@@H]2CN([C@H](C1)C2)C)NC2=CC1=C(C=N2)SC(=N1)C1=C2CCCNC2=CC=C1 6-methyl-2-[(1S,4S)-5-methyl-2,5-diazabicyclo[2.2.1]heptan-2-yl]-N-[2-(1,2,3,4-tetrahydroquinolin-5-yl)-[1,3]thiazolo[5,4-c]pyridin-6-yl]pyrimidin-4-amine